[C].[Si].N1N=NN=C1[C@H]1NCCOC1 (R)-3-(1H-tetrazol-5-yl)morpholine silicon carbon